2-(naphthalen-2-yl)-N-p-toluenesulfonylazetidine C1=C(C=CC2=CC=CC=C12)C1N(CC1)S(=O)(=O)C1=CC=C(C)C=C1